CN(C1CN(C1)C1=CC=C(C=N1)N1C=C(C(C2=CC=CC=C12)=O)C(=O)O)C 1-[6-[3-(dimethylamino)azetidin-1-yl]Pyridin-3-yl]-4-oxoquinoline-3-carboxylic acid